ClC=1C=C(C=CC1)C=1N=C(NC1C)C=1SC=CC1 4-(3-chlorophenyl)-5-methyl-2-(2-thienyl)imidazole